2-methyl-3-(pyrrolidin-3-ylmethyl)-6-(trifluoromethyl)pyridin CC1=NC(=CC=C1CC1CNCC1)C(F)(F)F